racemic-bipyridine N1=C(C=CC=C1)C1=NC=CC=C1